F[C@H]1[C@H](C1)C(=O)NC1=NC=C2C=C(C(=NC2=C1)C)C=1C=NC(=CC1C)[C@@H](CCC)O (1R,2R)-2-fluoro-N-(3-(6-((R)-1-hydroxybutyl)-4-methylpyridin-3-yl)-2-methyl-1,6-naphthyridin-7-yl)cyclopropane-1-carboxamide